ethoxystearic acid amide C(C)OC(C(=O)N)CCCCCCCCCCCCCCCC